C1(C=CC(N1CCCCCC([C@H](NNC(=S)N)C(=O)O)C)=O)=O 4-{maleimidylbutyl}-thioureido-valine